C(CCCC)CC(=O)O.C(C)(=O)OCCCCC n-pentyl acetate (n-PENTYL ACETATE)